CC1=C(CNC2=C3N=CN(C3=NC=N2)[C@H]2[C@@H](O)[C@H](O)[C@H](O2)CO)OC=C1 6-(3-Methylfurfurylamino)-9-β-D-arabinofuranosylpurin